BrC1=CC=2N(C=C1)C(=NN2)NCCOC 7-bromo-N-(2-methoxyethyl)-[1,2,4]triazolo[4,3-a]pyridin-3-amine